ClC1=CC=C2C=CN3C2=C1C1=CCCN(C1C3)C 1-chloro-8-methyl-7a,8,9,10-tetrahydro-7H-indolo[7,1-fg][1,7]naphthyridine